C(C1=CC=CC=C1)N1CC=2C(N=C3N(C2CC1)CCN3CCC3=CC=CC=C3)=O 7-benzyl-3-(phenylethyl)-2,3,6,7,8,9-hexahydroimidazo[1,2-a]pyrido[3,4-e]pyrimidin-5(1H)-one